C=CCC=CCCCCCCCCCCCCCCC 1,4-Eicosadiene